6-Methyl-3-((8-morpholinopyrido[3,4-d]pyrimidin-2-yl)amino)-5,6,7,8-tetrahydro-1,6-naphthyridine CN1CC=2C=C(C=NC2CC1)NC=1N=CC2=C(N1)C(=NC=C2)N2CCOCC2